(S)-1'-(3-(1-(2-(trifluoromethyl)phenyl)vinyl)-1H-pyrazolo[3,4-b]pyrazin-6-yl)-1,3-dihydrospiro[indene-2,4'-piperidine]-1-amine FC(C1=C(C=CC=C1)C(=C)C1=NNC2=NC(=CN=C21)N2CCC1(CC2)[C@@H](C2=CC=CC=C2C1)N)(F)F